3-methyl-1-(triisopropylsilyl)-1H-indole-5-sulfonyl Chloride CC1=CN(C2=CC=C(C=C12)S(=O)(=O)Cl)[Si](C(C)C)(C(C)C)C(C)C